N-(3-(5-chloro-2-methoxyphenyl)-1-(tetrahydrofuran-3-yl)-1H-pyrazol-4-yl)pyrazolo[1,5-a]pyrimidine-3-carboxamide ClC=1C=CC(=C(C1)C1=NN(C=C1NC(=O)C=1C=NN2C1N=CC=C2)C2COCC2)OC